FC(CO)(C1=CC=C(C=C1)F)F 2,2-difluoro-2-(4-fluorophenyl)ethan-1-ol